N12CC(C(CC1)C2)NC(=O)C2=C1N(C=3C=CC(=CC23)F)CCC1 N-(1-azabicyclo[2.2.1]heptan-3-yl)-7-fluoro-2,3-dihydro-1H-pyrrolo[1,2-a]indole-9-carboxamide